(2S)-2-[(tert-butoxycarbonyl)amino]-3-{4-[2-(dihydroxyboranyl)ethyl]phenyl}propanoic acid C(C)(C)(C)OC(=O)N[C@H](C(=O)O)CC1=CC=C(C=C1)CCB(O)O